BrCC1=C(C=CC(=C1)COC1OCCCC1)C1=C(C=CC(=C1)OC)F 2-(2-bromomethyl-2'-fluoro-5'-methoxy-biphenyl-4-ylmethoxy)-tetrahydro-pyran